ClC1=C(C(=O)NC2[C@@H]3CN(C[C@H]23)C2=NC=C(C=C2)C=2C=3N(C=C(C2)C=2C=NN(C2)C)N=CC3C#N)C(=CC=C1)C 2-chloro-N-((1R,5S,6s)-3-(5-(3-cyano-6-(1-methyl-1H-pyrazol-4-yl)pyrazolo[1,5-a]pyridin-4-yl)pyridin-2-yl)-3-azabicyclo[3.1.0]hexane-6-yl)-6-methylbenzamide